3-(2,6-dichloro-3,5-dimethoxyphenyl)-7-(1,3-dimethyl-1H-pyrazol-4-yl)-1-ethyl-1,6-naphthyridin-2(1H)-one ClC1=C(C(=C(C=C1OC)OC)Cl)C=1C(N(C2=CC(=NC=C2C1)C=1C(=NN(C1)C)C)CC)=O